CCCCCCCCCCCCCCC(=O)SCCNC(=O)CCNC(=O)[C@@H](C(C)(C)COP(=O)([O-])OP(=O)([O-])OC[C@@H]1[C@H]([C@H]([C@@H](O1)N2C=NC3=C(N=CN=C32)N)O)OP(=O)([O-])[O-])O The molecule is an acyl-CoA(4-) arising from deprotonation of the phosphate and diphosphate functions of pentadecanoyl-CoA. It is a saturated fatty acyl-CoA(4-) and a long-chain fatty acyl-CoA(4-). It is a conjugate base of a pentadecanoyl-CoA.